OC(CCCN(C(OC(C)(C)C)=O)C)C(C)C tert-Butyl N-(4-hydroxy-5-methylhexyl)-N-methylcarbamate